ClC1=CC=C(C=C1)C1(CCCCC1)CN[C@@H]1C=C([C@@H]([C@@H]([C@H]1O)O)O)COC(F)F (1S,2S,3S,6R)-6-(((1-(4-chlorophenyl)cyclohexyl)methyl)amino)-4-((difluoromethoxy)methyl)cyclohex-4-ene-1,2,3-triol